tri(p-methylphenyl)phosphine sulfur [S].CC1=CC=C(C=C1)P(C1=CC=C(C=C1)C)C1=CC=C(C=C1)C